ClC1=CC=C(C=C1)C1=NN=C(C2=CC=CC=C12)NC1CC(C1)(O)C(F)(F)F cis-3-((4-(4-chlorophenyl)phthalazin-1-yl)amino)-1-(trifluoromethyl)cyclobutan-1-ol